C1(CC1)C(C#CC=1C2=C(C(N(C1)C)=O)NC(=C2C(=O)OCC)C)(C(F)(F)F)O ethyl 4-(3-cyclopropyl-4,4,4-trifluoro-3-hydroxybut-1-ynyl)-2,6-dimethyl-7-oxo-1H-pyrrolo[2,3-c]pyridine-3-carboxylate